(2,4-difluorophenyl)acetic acid FC1=C(C=CC(=C1)F)CC(=O)O